N1=C(C=CC=C1)\C=N\NC(C1=CC=NC=C1)=O (E)-N'-(Pyridin-2-ylmethylene)isonicotinohydrazide